C12CN(CCC(CC1)N2)C2=NC(=NC1=C(C(=C(C=C21)Cl)C2=CC=C(C1=C2N=C(S1)N)F)F)OCC12CCCN2CCC1 4-(4-(3,9-diazabicyclo-[4.2.1]nonan-3-yl)-6-chloro-8-fluoro-2-((tetrahydro-1H-pyrrolizin-7a(5H)-yl)meth-oxy)quinazolin-7-yl)-7-fluorobenzo[d]thiazol-2-amine